C1(CC1)C1=NNC(=C1)NC(CC=1C=NN(C1)C1=CC(=CC=C1)F)=O N-(3-cyclopropyl-1H-pyrazol-5-yl)-2-(1-(3-fluorophenyl)-1H-pyrazol-4-yl)acetamide